tert-butyl (tert-butoxycarbonyl)(6-((4-chloro-5-(chloromethyl)thiophene-2-carboxamido)methyl)isoquinolin-1-yl)carbamate C(C)(C)(C)OC(=O)N(C(OC(C)(C)C)=O)C1=NC=CC2=CC(=CC=C12)CNC(=O)C=1SC(=C(C1)Cl)CCl